CC(CC(=O)OC1=CC=C(C=C1)C=O)C 4-FORMYLPHENYL 3-METHYLBUTANOATE